1,1,1,3,3,3-Hexafluoropropan-2-yl 4-(2-(8-(methylsulfonyl)-2,8-diazaspiro[4.5]decan-2-yl)-4-(trifluoromethyl)benzyl)piperazine-1-carboxylate CS(=O)(=O)N1CCC2(CCN(C2)C2=C(CN3CCN(CC3)C(=O)OC(C(F)(F)F)C(F)(F)F)C=CC(=C2)C(F)(F)F)CC1